C[C@H]1N(CCN(C1)C=1N=CC2=C(N1)C(=NC=N2)NC2=CC(=C(C=C2)CC2=CC1=C(N(C=N1)C)C=C2)C)C(C=C)=O (R)-1-(2-methyl-4-(8-((3-methyl-4-((1-methyl-1H-benzo[d]imidazol-5-yl)methyl)phenyl)amino)pyrimido[5,4-d]pyrimidin-2-yl)piperazin-1-yl)prop-2-en-1-one